(R,E)-N-(4-(3-((5-bromopyrimidin-2-yl)amino)pyrrolidine-1-carbonyl)-2-methylphenyl)-4-(dimethylamino)but-2-enamide BrC=1C=NC(=NC1)N[C@H]1CN(CC1)C(=O)C1=CC(=C(C=C1)NC(\C=C\CN(C)C)=O)C